C12COCC(N1CC1CCNCC1)C2 4-({3-oxa-6-azabicyclo[3.1.1]heptan-6-yl}methyl)piperidin